C1(=CC=CC=C1)CC(CNO)O N-(3-phenyl-2-hydroxyl-propyl)-hydroxylamine